N-[(4-methoxyphenyl)methyl]-2-(piperazin-1-yl)-8-(2,2,2-trifluoroethyl)pyrazolo[1,5-a][1,3,5]triazin-4-amine COC1=CC=C(C=C1)CNC1=NC(=NC=2N1N=CC2CC(F)(F)F)N2CCNCC2